4-[[(1S,2S)-2-[2-azabicyclo[2.2.1]hept-2-yl]-4,6-dichloro-2,3-dihydro-1H-inden-1-yl]oxy]benzene C12N(CC(CC1)C2)[C@@H]2[C@H](C1=CC(=CC(=C1C2)Cl)Cl)OC2=CC=CC=C2